(S)-1-{6-[(4-{2-[(S)-2-methoxy-1-phenylethylamino]-6-(m-cyanophenyl)-4-pyrimidinyl}-1H-1,2,3-triazol-1-yl)methyl]-2-pyridinyl}-3-pyrrolidinecarboxylic acid COC[C@H](C1=CC=CC=C1)NC1=NC(=CC(=N1)C=1N=NN(C1)CC1=CC=CC(=N1)N1C[C@H](CC1)C(=O)O)C1=CC(=CC=C1)C#N